N-(4-((2-(1,1-difluoroethyl)-6-ethylpyrimidin-4-yl)amino)-5-(6-(dimethylamino)pyridazin-3-yl)pyridin-2-yl)acetamide FC(C)(F)C1=NC(=CC(=N1)NC1=CC(=NC=C1C=1N=NC(=CC1)N(C)C)NC(C)=O)CC